N-benzylquinazolin-4-amine C(C1=CC=CC=C1)NC1=NC=NC2=CC=CC=C12